methyl 2-hydroxy-6-methyl-5,6,7,8-tetrahydroquinoline-3-carboxylate OC1=NC=2CCC(CC2C=C1C(=O)OC)C